BrC1=CC=C2C3CCC(CC3C3(NC(C(=N3)C)=O)C2=C1)OC 7-bromo-2-methoxy-4'-methyl-1,2,3,4,4a,9a-hexahydrospiro[fluorene-9,2'-imidazole]-5'(1'H)-one